3-(4-amino-6-((R)-3-fluoropyrrolidin-1-yl)pyrido[3,4-d]pyrimidin-8-yl)-2,4-dimethylphenol NC=1C2=C(N=CN1)C(=NC(=C2)N2C[C@@H](CC2)F)C=2C(=C(C=CC2C)O)C